(R)-(1-(2-(7-(2-cyano-3-(diethylamino)-3-oxoprop-1-en-1-yl)-3,4-dihydroisoquinolin-2(1H)-yl)acetamido)-2-(p-tolyl)ethyl)boronic acid C(#N)C(=CC1=CC=C2CCN(CC2=C1)CC(=O)N[C@@H](CC1=CC=C(C=C1)C)B(O)O)C(=O)N(CC)CC